sodium 5-amino-1,3,4-oxadiazole-2-carboxylate NC1=NN=C(O1)C(=O)[O-].[Na+]